5-(tert-butyl)isophthalic acid C(C)(C)(C)C=1C=C(C=C(C(=O)O)C1)C(=O)O